(4-(5-(((S)-tetrahydrofurane-3-yl)oxy)benzo[d]oxazol-2-yl)pyridin-2-yl)methanone O1C[C@H](CC1)OC=1C=CC2=C(N=C(O2)C2=CC(=NC=C2)C=O)C1